Tert-butyl 6-[(1S)-2-amino-1-methyl-ethyl]-2-azaspiro[3.3]heptane-2-carboxylate NC[C@@H](C)C1CC2(CN(C2)C(=O)OC(C)(C)C)C1